N,N-dibenzyl-4-(3,3-difluoropyrrolidin-1-yl)cyclohexan-1-amine C(C1=CC=CC=C1)N(C1CCC(CC1)N1CC(CC1)(F)F)CC1=CC=CC=C1